behenyl laurate C(CCCCCCCCCCC)(=O)OCCCCCCCCCCCCCCCCCCCCCC